1-(5-(trifluoromethyl)pyridin-2-yl)ethanol FC(C=1C=CC(=NC1)C(C)O)(F)F